O[C@@H]1CN(C[C@H]1CCC1=CC=C(C=C1)C(F)(F)F)C(=O)OC(C)(C)C tert-butyl trans-3-hydroxy-4-(4-(trifluoromethyl)phenethyl)pyrrolidine-1-carboxylate